OC1=C(C=C(C=C1)C=C)C=NC1C(CCCC1)N=CC1=C(C=CC(=C1)C=C)O N,N'-bis[(2-hydroxy-5-vinylphenyl)methylene]-1,2-diamino-cyclohexane